N=C(C12CC(CC(N1C(=O)OC(C)(C)C)C2)C)OC tert-butyl cis-1-(imino(methoxy)methyl)-3-methyl-6-azabicyclo[3.1.1]heptane-6-carboxylate